F[C@@]1(C[C@@H]2CCCN2C1)C (2R,7aS)-2-fluoro-2-methyltetrahydro-1H-pyrrolizin